FC1=C(C=C(C=C1[C@H](CC(=O)OCC)NC([C@@H](CC=C)O)=O)C(F)(F)F)C1=C(C=C(C=C1C)F)CCCCC=C Ethyl (3S)-3-(2,4'-difluoro-2'-(hex-5-en-1-yl)-6'-methyl-5-(trifluoromethyl)-[1,1'-biphenyl]-3-yl)-3-((R)-2-hydroxypent-4-enamido)propanoate